C(C1=CC=CC=C1)N(C1=CC(=CC=C1)[N+](=O)[O-])CC1=CC=CC=C1 N,N-dibenzyl-3-nitroaniline